1-(3-bromo-5-methoxyphenyl)-1H-pyrazole BrC=1C=C(C=C(C1)OC)N1N=CC=C1